4-((5-phenyl-1-(4-(trifluoromethyl)benzyl)-1H-indazole-7-carboxamido)methyl)benzoic acid C1(=CC=CC=C1)C=1C=C2C=NN(C2=C(C1)C(=O)NCC1=CC=C(C(=O)O)C=C1)CC1=CC=C(C=C1)C(F)(F)F